FC1=C(CCN2COC3=C(C2=O)C=CC(=C3)C3=CC=CC=C3)C=CC=C1 3-(2-fluorophenethyl)-7-phenyl-2,3-dihydro-4H-benzo[e][1,3]oxazin-4-one